1,2,3-cyclopropanetricarboxylic acid C1(C(C1C(=O)O)C(=O)O)C(=O)O